5-amino-1,10-phenanthroline ruthenium (II) [Ru+2].NC1=C2C=CC=NC2=C2N=CC=CC2=C1